FC1(CCN(CC1)C1=NN(C2=CC=C(C=C12)N)C1OCCCC1)F 3-(4,4-difluoropiperidin-1-yl)-1-(tetrahydro-2H-pyran-2-yl)-1H-indazol-5-amine